ClC=1C=C(C=C(C1)S(=O)(=O)C)NC(=O)C1=CN(C(=C1)C1=NC=CC=C1C)CC(F)F N-(3-chloro-5-(methylsulfonyl)phenyl)-1-(2,2-difluoroethyl)-5-(3-methylpyridin-2-yl)-1H-pyrrole-3-carboxamide